C(C)C1(C=CC=C(N1)C=1C=C2C(=NNC2=CC1)C1CCC(CC1)CO)C(F)(F)F 6-ethyl-2-[4-(hydroxymethyl)cyclohexylindazol-5-yl]-6-(trifluoromethyl)pyridine